(((3-chloro-1-(5-(3-fluoro-4-isopropoxyphenyl)-1,2,4-oxadiazol-3-yl)-1H-indol-5-yl)methyl)amino)propionic acid ClC1=CN(C2=CC=C(C=C12)CNC(C(=O)O)C)C1=NOC(=N1)C1=CC(=C(C=C1)OC(C)C)F